N,N-diallyl-aminopropylamine C(C=C)N(CC=C)CCCN